N-(2-ethylhexyl)-2-(3,4-diethoxyphenyl)-3,7-diethoxyquinolin-4-one C(C)C(CN1C(=C(C(C2=CC=C(C=C12)OCC)=O)OCC)C1=CC(=C(C=C1)OCC)OCC)CCCC